2-(5-(4-ethoxyphenyl)pyrimidin-2-yl)-6-fluoroquinoline-4-carboxylic acid C(C)OC1=CC=C(C=C1)C=1C=NC(=NC1)C1=NC2=CC=C(C=C2C(=C1)C(=O)O)F